[Na].C1(=CC=CC=C1)NC1=CC=C(C=C1)N=NC1=CC=CC=C1 4-[(4-phenylaminophenyl)azo]benzene sodium salt